C(=O)(O)CCN(CCC(=O)O)CCCCCCCC.[Na] sodium N-(2-carboxyethyl)-N-octyl-beta-alanine